ClCC=1N(C2=C(N1)C=CC(=C2)C(=O)OC(C)(C)C)C[C@H]2OCC2 tert-butyl 2-(chloromethyl)-3-[[(2S)-oxetan-2-yl] methyl]-benzimidazole-5-carboxylate